5-chloro-4-(cyclopentylmethoxy)-2-fluoro-N-((4-((3-methoxybenzyl)oxy)phenyl)sulfonyl)benzamide ClC=1C(=CC(=C(C(=O)NS(=O)(=O)C2=CC=C(C=C2)OCC2=CC(=CC=C2)OC)C1)F)OCC1CCCC1